2-methoxy-5-((trimethylsilyl)ethynyl)pyrimidine tert-Butyl-2-(4-iodo-2-(tetrahydro-2H-pyran-4-yl)-1H-imidazol-1-yl)ethylcarbamate C(C)(C)(C)N(C(O)=O)CCN1C(=NC(=C1)I)C1CCOCC1.COC1=NC=C(C=N1)C#C[Si](C)(C)C